tert-butyl 4-[5-fluoro-2-(4-hydroxytetrahydropyran-4-yl)-3-pyridyl]piperazine-1-carboxylate FC=1C=C(C(=NC1)C1(CCOCC1)O)N1CCN(CC1)C(=O)OC(C)(C)C